C(C)(C)(CC)Cl tert-amyl chloride